5-(5-nitro-2H-1,2,3-triazole-4-yl)-4H-1,2,4-triazole-3,4-diamine hydrazine salt NN.[N+](=O)([O-])C=1C(=NNN1)C=1N(C(=NN1)N)N